Methyl-6-(bromomethyl)-5-fluoronicotinic acid CC1=C(C(=O)O)C=C(C(=N1)CBr)F